[Sn+4].[O-][O-].[Zn+2].[O-][O-].[O-][O-] zinc dioxide tin